ClC=1C=C2C(=NC(=NC2=C(C1C1=C2C=NNC2=CC=C1C)F)NCCN(C)C)N1CCN(CC1)C(C=C)=O 1-(4-(6-chloro-2-(2-(dimethylamino)ethylamino)-8-fluoro-7-(5-methyl-1H-indazol-4-yl)quinazolin-4-yl)piperazin-1-yl)prop-2-en-1-one